3-(5-(1-Methyl-5-(pyrrolidin-1-yl)-1H-1,2,4-triazol-3-yl)-1-oxoisoindolin-2-yl)piperidine-2,6-dione CN1N=C(N=C1N1CCCC1)C=1C=C2CN(C(C2=CC1)=O)C1C(NC(CC1)=O)=O